F[P-](F)(F)(F)(F)F.OCCCN1CN(C=C1)CCCC 1-(3'-hydroxypropyl)-3-butyl-imidazole hexafluorophosphate